NC1(CCCC1)C=1C=C(C=NC1)NC(OC(C)(C)C)=O tert-butyl (5-(1-aminocyclopentyl)pyridin-3-yl)carbamate